tert-butyl 5-[4-[3-chloro-4-(cyclopropylmethoxy)-2-fluoro-anilino]pyrido[3,2-d]pyrimidin-6-yl]-2,5-diazabicyclo[2.2.2]octane-2-carboxylate ClC=1C(=C(NC=2C3=C(N=CN2)C=CC(=N3)N3C2CN(C(C3)CC2)C(=O)OC(C)(C)C)C=CC1OCC1CC1)F